2-(3-{3-[(methylamino)methyl]pyrrolidin-1-yl}-1,2,4-triazin-6-yl)-5-(1H-pyrazol-4-yl)phenol dihydrochloride Cl.Cl.CNCC1CN(CC1)C=1N=NC(=CN1)C1=C(C=C(C=C1)C=1C=NNC1)O